CC=1CN=C(C1)C 3,5-dimethyl-2H-pyrrol